(R)-8-((3S,5R)-4-propenoyl-3,5-dimethylpiperazin-1-yl)-11-(4-fluorophenyl)-3-(thiophen-2-yl)-10-(trifluoromethyl)-3,4-dihydro-2H,6H-[1,4]thiazepino[2,3,4-ij]quinazolin-6-one C(C=C)(=O)N1[C@H](CN(C[C@H]1C)C1=NC(N2C3=C(C(=C(C=C13)C(F)(F)F)C1=CC=C(C=C1)F)SC[C@@H](C2)C=2SC=CC2)=O)C